C(C1=CC=CC=C1)OC(=O)N1C[C@@H](N(CC1)CCN1CCC(CC1)C(OC)OC)C (3S)-4-[2-[4-(dimethoxymethyl)-1-piperidinyl]ethyl]-3-methyl-piperazine-1-carboxylic acid benzyl ester